racemic-2-[9-(pyridin-2-yl)-6-oxaspiro[4.5]decan-9-yl]acetonitrile N1=C(C=CC=C1)[C@@]1(CCOC2(CCCC2)C1)CC#N |r|